NC1=C(NC2=CC(=C(C=C12)F)F)C(=O)N 3-Amino-5,6-difluoro-1H-indole-2-carboxamide